CN([C@@H](CC(C)C)C(=O)OC([C@@H](N)C[C@H]1C(NCCC1)=O)=O)C(=O)OC(C)(C)C.C(CCCCC)C(C(=O)N)=CC1=CC=CC=C1 hexyl-cinnamamide methyl-N-(tert-butoxycarbonyl)-L-leucyl-3-[(3S)-2-oxopiperidin-3-yl]-L-alaninate